ClC=1N=C(C2=C(N1)C=CN2)NC=2C=CC=C1CCN(C21)S(=O)(=O)C 2-chloro-N-(1-(methylsulfonyl)indolin-7-yl)-5H-pyrrolo[3,2-d]pyrimidin-4-amine